3-(trifluoromethyl)-N-(1-(2-(2-(trifluoromethyl)pyridin-4-yl)thiazol-5-yl)ethyl)benzamide FC(C=1C=C(C(=O)NC(C)C2=CN=C(S2)C2=CC(=NC=C2)C(F)(F)F)C=CC1)(F)F